C(C)(C)(C)NCC1=CC(=NC(=N1)C(F)(F)F)C(=O)N1CCC(CC1)N1CC(C1)(N1N=CC(=C1)C=1C2=C(N=CN1)NC=C2)CC#N {1-(1-{[6-[(tert-butylamino)methyl]-2-(trifluoromethyl)pyrimidin-4-yl]carbonyl}piperidin-4-yl)-3-[4-(7H-pyrrolo[2,3-d]pyrimidin-4-yl)-1H-pyrazol-1-yl]azetidin-3-yl}acetonitrile